N-(2-methoxy-4-(methyl-(oxetan-3-yl)amino)-5-nitrophenyl)carboxamide COC1=C(C=C(C(=C1)N(C1COC1)C)[N+](=O)[O-])NC=O